The molecule is a medium-chain fatty acid that is decanoic acid substituted at position 2 by a hydroxy group. It is a 2-hydroxy fatty acid and a medium-chain fatty acid. It derives from a decanoic acid. It is a conjugate acid of a 2-hydroxydecanoate. CCCCCCCCC(C(=O)O)O